CS(=O)(=O)O.CN1CN(CC1)C 1,3-dimethylimidazoline methanesulfonate